C(C(C)C)C1NCC(CC1O)(C)C 2-isobutyl-5,5-dimethyl-piperidin-3-ol